O1C2=C(NCC1)C=C(C=C2)C(=O)N 3,4-dihydro-2H-benzo[b][1,4]oxazine-6-carboxamide